C(C1=CC=CC=C1)OC1=C(C(=CC(=C1)O)O)C(=O)N1C[C@H](CC1)O (2-benzyloxy-4,6-dihydroxy-phenyl)-[(3S)-3-hydroxypyrrolidin-1-yl]methanone